BrC1=CC=C(C=C1)C=1N=NN(C1C(=O)OC)C methyl 4-(4-bromophenyl)-1-methyl-1H-1,2,3-triazole-5-carboxylate